C(CCCCCCCCC)N(CCCC(=O)OCCCN(CCCOC(CCCN(CCCCCCCCCC)CCCCCCCCCC)=O)CCO[Si](C)(C)C(C)(C)C)CCCCCCCCCC ((2-((tert-butyldimethylsilyl)oxy)ethyl)azanediyl)bis(propane-3,1-diyl) bis(4-(didecylamino)butanoate)